P(=O)(O)(O)O[C@@H]([C@](CO)(O)C)CO 2-C-methyl-D-erythritol 3-phosphate